N1[C@@H](CCCCC1)C(CC)O 1-((S)-Azepan-2-yl)propan-1-ol